CN1N=CC(=C1)C=1C=CC=2N(C1)N=CC2N2CCN(CC2)C2=NC=C(C=N2)CN2CCCCC2 6-(1-methyl-1H-pyrazol-4-yl)-3-{4-[5-(piperidin-1-ylmethyl)pyrimidin-2-yl]piperazin-1-yl}pyrazolo[1,5-a]pyridine